C1(=CC=CC=C1)[C@@H](CC)O |r| (+/-)-1-phenyl-1-propanol